(6-(5-chloro-1H-pyrazol-4-yl)-1-(((R)-1-methylazetidin-2-yl)methyl)-1H-indol-3-yl)((S)-6-methoxychroman-3-yl)methanone dihydrochloride Cl.Cl.ClC1=C(C=NN1)C1=CC=C2C(=CN(C2=C1)C[C@@H]1N(CC1)C)C(=O)[C@@H]1COC2=CC=C(C=C2C1)OC